1-(2,3-dihydropyrido[2,3-f][1,4]thiazepine-4(5H)-yl)ethane-1-one S1CCN(CC2=C1C=CC=N2)C(C)=O